FC=1C=C2C(=CNC(C2=CC1F)=O)[C@H](C)N(C(=O)C=1NC2=CC(=CC=C2C1)F)C (S)-N-(1-(6,7-difluoro-1-oxo-1,2-dihydroisoquinolin-4-yl)ethyl)-6-fluoro-N-methyl-1H-indole-2-carboxamide